Bromo-2,3-dichloro-5-methylbenzene BrC1=C(C(=CC(=C1)C)Cl)Cl